FC(C(=O)O)(F)F.N1(CCC1)CC1=C(CNC2=CC(=C(C(=C2)F)S(=O)(=O)NC2=NC=CC=N2)F)C(=CC=C1)F 4-((2-(azetidin-1-ylmethyl)-6-fluorobenzyl)amino)-2,6-difluoro-N-(pyrimidin-2-yl)benzenesulfonamide 2,2,2-trifluoroacetate